3-(((3-(diethylamino)propoxy)carbonyl)oxy)-2-((((E)-3-heptylundec-2-enoyl)oxy)methyl)propyl (9Z,12Z)-octadeca-9,12-dienoate C(CCCCCCC\C=C/C\C=C/CCCCC)(=O)OCC(COC(=O)OCCCN(CC)CC)COC(\C=C(\CCCCCCCC)/CCCCCCC)=O